ClC1=C(N)C=CC=C1 (14R)-2-chloroaniline